O=C1N(CC2=CC(=CC=C12)N1C(N([C@@H](C1)C(F)(F)F)C1=CC=CC=C1)=O)C1C(N(C(CC1)=O)COCC[Si](C)(C)C)=O 3-(1-oxo-5-((S)-2-oxo-3-phenyl-4-(trifluoromethyl)imidazolidin-1-yl)isoindolin-2-yl)-1-((2-(trimethylsilyl)ethoxy)methyl)piperidine-2,6-dione